4-(4-(((6-methoxy-2-(2-methoxyimidazo[2,1-b][1,3,4]thiadiazol-6-yl)benzofuran-4-yl)oxy)methyl)thiazol-2-yl)tetrahydro-2H-pyran-4-amine COC1=CC2=C(C=C(O2)C=2N=C3SC(=NN3C2)OC)C(=C1)OCC=1N=C(SC1)C1(CCOCC1)N